N1=C(C=CC=C1)SSC1=NC=CC=C1 2,2'-Dithiobispyridine